bromoethylene glycol dimethyl ether COC(COC)Br